O[C@@](N)(CCC(=O)[O-])C(=O)[O-].[Na+].[Na+] disodium 2-hydroxy-D-glutamate